4-(benzyloxy)-3-methoxy-3-(trifluoromethyl)pyrrolidine-1-carboxylic acid tert-butyl ester C(C)(C)(C)OC(=O)N1CC(C(C1)OCC1=CC=CC=C1)(C(F)(F)F)OC